N,N'-di(3-tolyl)-N,N'-diphenylbenzidine C1(=CC(=CC=C1)N(C1=CC=C(C=C1)C1=CC=C(N(C2=CC=CC=C2)C=2C=C(C=CC2)C)C=C1)C1=CC=CC=C1)C